ON(C1=CC=CC2=CC=CC=C12)C1=CC=CC=C1 N-hydroxyphenylnaphthylamine